CC/C=C\\CC(=O)SCCNC(=O)CCNC(=O)[C@@H](C(C)(C)COP(=O)(O)OP(=O)(O)OC[C@@H]1[C@H]([C@H]([C@@H](O1)N2C=NC3=C(N=CN=C32)N)O)OP(=O)(O)O)O The molecule is a fatty acyl-CoA that results from the formal condensation of the thiol group of coenzyme A with the carboxy group of (Z)-hex-3-enoic acid. It is a cis-3-enoyl-CoA, a medium-chain fatty acyl-CoA and a monounsaturated fatty acyl-CoA. It derives from a cis-hex-3-enoic acid. It is a conjugate acid of a (Z)-hex-3-enoyl-CoA(4-).